C[Si](N=P(C1=CC=CC=C1)(C1=CC=CC=C1)C1=CC=CC=C1)(C)C 1,1,1-trimethyl-N-(triphenylphosphoranylidene)silanamine